N-(6-(3-fluoro-4-((4-methylpiperazin-1-yl)methyl)phenyl)quinolin-4-yl)benzo[d]thiazol-5-amine FC=1C=C(C=CC1CN1CCN(CC1)C)C=1C=C2C(=CC=NC2=CC1)NC=1C=CC2=C(N=CS2)C1